3-(1-ethylbutyl)-1,1,1,3,5,5,5-heptamethyltrisiloxane C(C)C(CCC)[Si](O[Si](C)(C)C)(O[Si](C)(C)C)C